N[C@H](C(=O)NCCNC(C1=C(C=C(C=C1)NC=1C=2N(C=CN1)C(=CN2)C2=C(C(=C(C=C2)OCC#N)F)Cl)CC)=O)CCCNC(=N)N N-[2-[[(2S)-2-amino-5-carbamimidamidopentanoyl]amino]ethyl]-4-[[3-[2-chloro-4-(cyanomethoxy)-3-fluorophenyl]imidazo[1,2-a]pyrazin-8-yl]amino]-2-ethylbenzamide